2-[(2R)-3-(3,4-dihydro-1H-isoquinolin-2-yl)-2-hydroxy-propyl]-7-ethoxy-4,5-dihydro-3H-2-benzazepine-1-one C1N(CCC2=CC=CC=C12)C[C@H](CN1C(C2=C(CCC1)C=C(C=C2)OCC)=O)O